3-chloro-5-(morpholinomethyl)aniline ClC=1C=C(N)C=C(C1)CN1CCOCC1